N-(4-benzyloxybenzyl)hydroxylamine C(C1=CC=CC=C1)OC1=CC=C(CNO)C=C1